6-((4-(7-(dimethylphosphoryl)-1H-indol-3-yl)-5-(trifluoromethyl)pyrimidin-2-yl)amino)-2-azaspiro[3.3]heptane-2-carboxylic acid 2-hydroxyethyl ester OCCOC(=O)N1CC2(C1)CC(C2)NC2=NC=C(C(=N2)C2=CNC1=C(C=CC=C21)P(=O)(C)C)C(F)(F)F